C(C1=CC=CC=C1)(=O)OOC(C1=CC=CC=C1)=O benzoic acid peroxyanhydride